methyl 5-bromo-1-tosyl-1H-indole-3-carboxylate BrC=1C=C2C(=CN(C2=CC1)S(=O)(=O)C1=CC=C(C)C=C1)C(=O)OC